BrC1=CC=C(C=C1)[C@@H](C(F)(F)F)N(C(=O)C1CCC(CC1)NC(OC)=O)C Methyl (S)-(4-((1-(4-bromophenyl)-2,2,2-trifluoroethyl)(methyl)carbamoyl)cyclohexyl)carbamate